2'-chloro-N-{5-[5-(difluoromethyl)-1-methyl-1H-pyrazole-4-carbonyl]-4H,5H,6H-pyrrolo[3,4-d][1,3]thiazol-2-yl}-5'-methoxy-6-methyl-[4,4'-bipyridine]-3-carboxamide ClC1=NC=C(C(=C1)C1=C(C=NC(=C1)C)C(=O)NC=1SC2=C(N1)CN(C2)C(=O)C=2C=NN(C2C(F)F)C)OC